1-(3-hydroxybenzyl)-2-methyl-1H-benzo[d]imidazole-5-carboxylic acid OC=1C=C(CN2C(=NC3=C2C=CC(=C3)C(=O)O)C)C=CC1